N-((3R,4S)-1-(5-(6-ethoxy-1H-pyrazolo[3',4':3,4]pyrazolo[1,5-a]pyridin-4-yl)pyridin-2-yl)-3-hydroxypiperidin-4-yl)-5-fluoro-2-methylbenzamide C(C)OC=1C=C(C=2N(C1)N=C1C2C=NN1)C=1C=CC(=NC1)N1C[C@H]([C@H](CC1)NC(C1=C(C=CC(=C1)F)C)=O)O